methylnaphthyldimethoxysilane C[Si](OC)(OC)C1=CC=CC2=CC=CC=C12